C(C)(C)(C)C1=C(C(=CC=C1)C(C)(C)C)N=CC=NC1=C(C=CC=C1C(C)(C)C)C(C)(C)C 1,2-bis(2,6-di-t-butylphenylimino)ethane